tert-Butyl 3-(4-formylthiazole-2-carbonyl)-1H-indole-1-carboxylate C(=O)C=1N=C(SC1)C(=O)C1=CN(C2=CC=CC=C12)C(=O)OC(C)(C)C